1-((4s,5s)-5-(2,2-diiodovinyl)-2,2-dimethyl-1,3-dioxolan-4-yl)-2-(trityloxy)ethanone IC(=C[C@H]1[C@H](OC(O1)(C)C)C(COC(C1=CC=CC=C1)(C1=CC=CC=C1)C1=CC=CC=C1)=O)I